FC1=C(C=CN2C1=NC(=C(C2=O)C=2C=NN(C2)CC(C(F)(F)F)(F)F)C(F)(F)F)OC 9-fluoro-8-methoxy-3-[1-(2,2,3,3,3-pentafluoropropyl)-1H-pyrazol-4-yl]-2-(trifluoromethyl)-4H-pyrido[1,2-a]pyrimidin-4-one